FC1(CCN(CCC1)C1=C(C=C2C(=N1)N(C=C2)C)C(=O)OC)F methyl 6-(4,4-difluoroazepan-1-yl)-1-methyl-1H-pyrrolo[2,3-b]pyridine-5-carboxylate